FC1=C(C=CC(=C1)F)C=1C(=NN2C1N=C(C=C2C(=O)[O-])C=2C=NC(=CC2)N(C)C)C.[Na+] sodium 3-(2,4-difluorophenyl)-5-(6-(dimethylamino) pyridin-3-yl)-2-methylpyrazolo[1,5-a]pyrimidin-7-carboxylate